1-(4-(5'-(4-(tert-butyl)piperazin-1-yl)-6'-(dimethylamino)-3-hydroxy-[2,3'-bipyridin]-4-yl)-2-chlorophenyl)-3-methyl-1H-imidazol-2(3H)-one C(C)(C)(C)N1CCN(CC1)C=1C=C(C=NC1N(C)C)C1=NC=CC(=C1O)C1=CC(=C(C=C1)N1C(N(C=C1)C)=O)Cl